tert-butyl 4-(methoxy (methyl)carbamoyl)piperidine-1-carboxylate CON(C(=O)C1CCN(CC1)C(=O)OC(C)(C)C)C